7-bromo-8-fluoro-2-((1-(((methylsulfonyl)oxy)methyl)cyclopropyl)methoxy)quinazoline BrC1=CC=C2C=NC(=NC2=C1F)OCC1(CC1)COS(=O)(=O)C